7-bromo-5-ethyl-9-methyl-[1,2,4]triazolo[4,3-c]quinazoline BrC1=CC(=CC=2C=3N(C(=NC12)CC)C=NN3)C